O.[Na+].[Na+].NC(C(=O)[O-])CC(=O)[O-] aminosuccinic acid disodium salt hydrate